C(C)(C)(C)N1N=CC(=C1)C(=O)NCC1=C(C=C(C=C1)C1=NC(=NC=C1)NC=1C=NN(C1)C)C(F)(F)F (tert-butyl)-N-(4-(2-((1-methyl-1H-pyrazol-4-yl)amino)pyrimidin-4-yl)-2-(trifluoromethyl)benzyl)-1H-pyrazole-4-carboxamide